NC1=CC=C(CCNC2=CC=NC3=C(C=CC=C23)F)C=C1 N-(4-Aminophenethyl)-8-fluoroquinolin-4-amine